methyl 2-(7-(1-(tert-butoxycarbonyl) piperidin-4-yl)-1-(cyclopropylmethyl)-1H-indol-2-yl)-4-methoxy-3-methylpyrazolo[1,5-a]pyridine-6-carboxylate C(C)(C)(C)OC(=O)N1CCC(CC1)C=1C=CC=C2C=C(N(C12)CC1CC1)C1=NN2C(C(=CC(=C2)C(=O)OC)OC)=C1C